4-amino-1,7-dimethylimidazolo[1,5-a]quinoxalin-8-carboxylic acid NC=1C=2N(C3=CC(=C(C=C3N1)C)C(=O)O)C(=NC2)C